FC(C=1C=C(CN2N=CC(=C2)NC(=O)C2=NOC(=C2)C=2OC=CC2)C=C(C1)C(F)(F)F)(F)F N-(1-(3,5-bis(trifluoromethyl)benzyl)-1H-pyrazol-4-yl)-5-(furan-2-yl)isoxazole-3-carboxamide